ClC1=CC=C(O[C@@H]2C[C@H](C2)C(=O)NCC2=C(C(=C(C=C2)C(F)(F)F)C=2NC(C=C(N2)C(F)(F)F)=O)F)C=C1 trans-3-(4-chlorophenoxy)-N-{2-fluoro-3-[6-oxo-4-(trifluoromethyl)-1,6-dihydropyrimidin-2-yl]-4-(trifluoromethyl)benzyl}cyclobutane-1-carboxamide